1-(benzyloxymethyl)-4-bromo-benzene C(C1=CC=CC=C1)OCC1=CC=C(C=C1)Br